C(C1=CC=CC=C1)NC=1C=2N(N=C(C1)N[C@@H](CO)CC)C(=NN2)C2CC2 (2R)-2-[[8-(benzylamino)-3-cyclopropyl-[1,2,4]triazolo[4,3-b]pyridazin-6-yl]amino]butan-1-ol